(terphenylyl)(triphenylenyl)indolocarbazole C1(=C(C=CC=C1)C=1C(=C2C(=CC1)N=C1C=CC3=C4C=CC=CC4=NC3=C12)C1=CC=CC=2C3=CC=CC=C3C3=CC=CC=C3C12)C=1C(=CC=CC1)C1=CC=CC=C1